C(C1=CC=CC=C1)OC(=O)N1[C@@H](CCC1)C1=NSC(=N1)C (2S)-2-(5-methyl-1,2,4-thiadiazol-3-yl)pyrrolidine-1-carboxylic acid benzyl ester